C(C1=CC=CC=C1)(=O)OCCC/C=C/C1=C(C(=O)OC)C(=CC=N1)C1CC1 methyl (E)-2-(5-(benzoyloxy)pent-1-en-1-yl)-4-cyclopropylnicotinate